N-(5-(m-tolyl)pyridin-2-yl)propanamide C1(=CC(=CC=C1)C=1C=CC(=NC1)NC(CC)=O)C